(1-methyl-5-(4-(5-(trifluoromethyl)-1,2,4-oxadiazol-3-yl)pyridin-2-yl)-1H-pyrrolo[2,3-c]pyridin-2-yl)(piperazin-1-yl)methanone CN1C(=CC=2C1=CN=C(C2)C2=NC=CC(=C2)C2=NOC(=N2)C(F)(F)F)C(=O)N2CCNCC2